2-[1-[5-Amino-2-[5-(morpholine-4-carbonyl)-2-pyridyl]-1,2,4-triazol-3-yl]ethyl]isoindoline-1,3-dione NC=1N=C(N(N1)C1=NC=C(C=C1)C(=O)N1CCOCC1)C(C)N1C(C2=CC=CC=C2C1=O)=O